(1-(5-methylthiophene-3-yl)cyclopropyl)methanol CC1=CC(=CS1)C1(CC1)CO